CSC1=NNC(C(=N1)C(=O)OCC)=O ethyl 3-(methylthio)-6-oxo-1,6-dihydro-1,2,4-triazine-5-carboxylate